F[P-](F)(F)(F)(F)F.ClC1N(C=CN1C)CCCCC 2-chloro-1-pentyl-3-methylimidazole hexafluorophosphate